C1(CC1)N1C(=NC2=C1C=C(C=C2F)C2=CC=C(C=C2)CN2CCC(CC2)N2CCCC2)C2=CC=C(C=C2)S(=O)(=O)C 1-Cyclopropyl-4-fluoro-2-(4-(methylsulfonyl)phenyl)-6-(4-((4-(pyrrolidin-1-yl)piperidin-1-yl)methyl)phenyl)-1H-benzo[d]imidazol